NC=1C=C(C=C(C1)C(F)(F)F)[C@@H](C)NC(=O)C1=CN(C(C=C1)=O)C1=CC(=CC=C1)NC(=O)C1CC1 N-[(1R)-1-[3-amino-5-(trifluoromethyl)phenyl]ethyl]-1-(3-cyclopropanamidophenyl)-6-oxo-1,6-dihydropyridine-3-carboxamide